N-ethyl-2-[5-oxo-1-[[3-(trifluoromethyl)-phenyl]methyl]pyrrolidin-2-yl]acetamide C(C)NC(CC1N(C(CC1)=O)CC1=CC(=CC=C1)C(F)(F)F)=O